1-(4-((4-((3-iodobenzyl)amino)-7-methoxyquinazolin-6-yl)oxy)piperidin-1-yl)prop-2-en-1-one IC=1C=C(CNC2=NC=NC3=CC(=C(C=C23)OC2CCN(CC2)C(C=C)=O)OC)C=CC1